(1S)-(-)-camphoric acid C([C@]1(C)C(C)(C)C(C(=O)O)CC1)(=O)O